stearyl sulfosuccinate sodium salt [Na+].S(=O)(=O)(O)C(C(=O)OCCCCCCCCCCCCCCCCCC)CC(=O)[O-]